FC=1C=CC(=C(C1)C(C#N)O[Si](C)(C)C)OC (5-fluoro-2-methoxyphenyl)-2-[(trimethylsilyl)oxy]acetonitrile